2,5-bis-(t-butylperoxy)-2,5-dimethyl-hexane C(C)(C)(C)OOC(C)(CCC(C)(C)OOC(C)(C)C)C